2,3-dibromopropyl-2,4,6-tribromophenyl ether BrC(CC=1C(=C(C(=CC1Br)Br)OC1=C(C(=C(C=C1Br)Br)CC(CBr)Br)Br)Br)CBr